(R)-1-(1-acryloylpyrrolidin-3-yl)-3-(4-((2-fluorobenzyl)oxy)phenyl)-1H-imidazo[4,5-c]pyridin-2(3H)-one C(C=C)(=O)N1C[C@@H](CC1)N1C(N(C=2C=NC=CC21)C2=CC=C(C=C2)OCC2=C(C=CC=C2)F)=O